C(C)(C)(C)OC(=O)N1CC(CC1)COC(=S)SC 3-((((methylsulfanyl)thiocarbonyl)oxy)methyl)pyrrolidine-1-carboxylic acid tert-butyl ester